FC1(OC2=C(O1)C=CC(=C2)C=CC=2N=C(SC2)NC(OC(C)(C)C)=O)F tert-butyl (4-(2-(2,2-difluorobenzo[d][1,3]dioxol-5-yl)vinyl)thiazol-2-yl)carbamate